SCC(CSCCS)SC(CSCCS)CS 5,7-dimercaptomethyl-3,6,9-trithiaundecane-1,11-dithiol